2-(dimethylamino)-4-(trifluoromethyl)-6H-1,3-oxazin-6-one CN(C=1OC(C=C(N1)C(F)(F)F)=O)C